2-(3,4-dimethoxyphenyl)-3-methyl-5-(4-(1,2,3,6-tetrahydropyridin-4-yl)phenyl)-1H-indole COC=1C=C(C=CC1OC)C=1NC2=CC=C(C=C2C1C)C1=CC=C(C=C1)C=1CCNCC1